3-ethylbenzothiazoline C(C)N1CSC2=C1C=CC=C2